NC1CCN(CC1)C1=C(C(=NC=C1C1=CC(=CC(=C1)C)F)N)C1=NC2=C(N1)C=C(C=C2F)OC 4-(4-aminopiperidin-1-yl)-5-(3-fluoro-5-methylphenyl)-3-(4-fluoro-6-methoxy-1H-1,3-benzodiazol-2-yl)pyridin-2-amine